C(C)(C)(C)C=1SC(=C(N1)C1=CC=CC(=N1)NS(=O)(=O)C1=C(C=CC=C1F)F)C1=NC(=NC=C1)NC1CCN(CC1)S(=O)(=O)C N-(6-{2-tert-Butyl-5-[2-(1-methanesulfonyl-piperidin-4-ylamino)-pyrimidin-4-yl]-thiazol-4-yl}-pyridin-2-yl)-2,6-difluoro-benzenesulfonamide